2-heptyl-4-(3-fluorobenzylamino)-7-methoxychroman hydrochloride Cl.C(CCCCCC)C1OC2=CC(=CC=C2C(C1)NCC1=CC(=CC=C1)F)OC